thia-azepanyl-nitrogen S1N(CCCCC1)[N]